ClC1=CC=CC2=C1N=C(S2)NC(C2=C(C=C(C=C2F)N2CCNCC2)F)=O N-(4-chlorobenzo[d]thiazol-2-yl)-2,6-difluoro-4-(piperazin-1-yl)benzamide